4-fluoro-5-nitro-2,3-dihydroinden-1-one FC1=C2CCC(C2=CC=C1[N+](=O)[O-])=O